C1(=CC=CC=C1)P([O-])([O-])([O-])C(C1=C(C=C(C=C1C)C)C)=O.[Li+].[Li+].[Li+] Lithium phenyl-2,4,6-trimethylbenzoylphosphite